Trimethylethyl-titanium C[Ti](CC)(C)C